C(CCCCC)OC1=C2C(SC=C2)=C(C2=C1SC=C2)OCCCCCC 4,8-bis(hexyloxy)benzo[1,2-b:4,5-b']Dithiophene